N1=CC(=CC=C1)C=1N=C(SC1)C(=O)N pyridin-3-yl-thiazole-2-carboxamide